(R)-[(tert-butoxycarbonyl)amino](2-fluorophenyl)acetic acid C(C)(C)(C)OC(=O)N[C@@H](C(=O)O)C1=C(C=CC=C1)F